4-(4-(1-methyl-1H-benzo[d]imidazol-5-yl)phenyl)-1H-1,2,3-triazole-5-carboxylic acid CN1C=NC2=C1C=CC(=C2)C2=CC=C(C=C2)C=2N=NNC2C(=O)O